methyl (2S)-2-[(tert-butoxycarbonyl)amino]-4-carbamoylbutanoate C(C)(C)(C)OC(=O)N[C@H](C(=O)OC)CCC(N)=O